N1CC(C1)C=1C(=NC=NC1)O 5-(azetidin-3-yl)pyrimidin-4-ol